C(C)(=O)OC(C(C)C)CC(C)C 3-acetoxy-2,5-dimethyl-hexane